2-(6-(4-Methylphenylethoxy)-1H-indol-1-yl)ethan-1-ol CC1=CC=C(C=C1)CCOC1=CC=C2C=CN(C2=C1)CCO